1-[(Trimethylsilyl)ethynyl]-4-(3-hydroxypropyloxy)benzene C[Si](C)(C)C#CC1=CC=C(C=C1)OCCCO